7-(3-methoxypyridin-4-yl)pyrrolo[1,2-a]pyrazin-1(2H)-one COC=1C=NC=CC1C=1C=C2N(C=CNC2=O)C1